(1r,3s,5s)-8-(5-(5-fluoro-2-methylpyridin-4-yl)-1H-pyrazole-3-carbonyl)-N-((3r,6s)-6-(trifluoromethyl)tetrahydro-2H-pyran-3-yl)-8-azabicyclo[3.2.1]octane-3-carboxamide FC=1C(=CC(=NC1)C)C1=CC(=NN1)C(=O)N1[C@H]2CC(C[C@@H]1CC2)C(=O)N[C@H]2CO[C@@H](CC2)C(F)(F)F